5-cyclopropyl-N-(2-methoxy-3-(4-methyl-1H-imidazol-1-yl)phenyl)pyrazolo[1,5-a]pyrimidine-3-carboxamide C1(CC1)C1=NC=2N(C=C1)N=CC2C(=O)NC2=C(C(=CC=C2)N2C=NC(=C2)C)OC